3-(difluoromethyl)-1-((1r,4r)-4-((4-((3-(1-(2,6-dioxopiperidine-3-yl)-3-methyl-1H-indazol-4-yl)prop-2-yn-1-yl)oxy)piperidin-1-yl)methyl)cyclohexyl)-1H-pyrazole FC(C1=NN(C=C1)C1CCC(CC1)CN1CCC(CC1)OCC#CC1=C2C(=NN(C2=CC=C1)C1C(NC(CC1)=O)=O)C)F